1-(6-(4-isopropyl-4H-1,2,4-triazol-3-yl)pyridin-2-yl)-3-(1H-pyrazolo[3,4-c]pyridin-3-yl)urea C(C)(C)N1C(=NN=C1)C1=CC=CC(=N1)NC(=O)NC1=NNC2=CN=CC=C21